CC[C@H](/C=C/C=C\\CC(/C=C/C=C/C=C\\C(CCCC(=O)O)O)O)O The molecule is a member of the class of resolvins that is (6Z,8E,10E,14Z,16E)-icosapentaenoic acid carrying three hydroxy substituents at positions 5, 12, and 18R. It is a resolvin, a nonclassic icosanoid, a triol and a hydroxy polyunsaturated fatty acid. It is a conjugate acid of a (6Z,8E,10E,14Z,16E,18R)-5,12,18-trihydroxyicosapentaenoate.